2,3,5-trimethylquinoxaline CC1=NC2=CC=CC(=C2N=C1C)C